FC=1C=C(C=C(C1)C)C=1C(=C(N=NC1)C=1NC2=CC=C(C=C2C1)OC)N1CCC(CC1)N 1-[5-(3-fluoro-5-methylphenyl)-3-(5-methoxy-1H-indol-2-yl)pyridazin-4-yl]piperidin-4-amine